(S)-2-chloro-5-nitro-4-(2-(3-((2-(trimethylsilyl)ethoxy)methoxy)propyl)piperidin-1-yl)benzonitrile ClC1=C(C#N)C=C(C(=C1)N1[C@@H](CCCC1)CCCOCOCC[Si](C)(C)C)[N+](=O)[O-]